C(C)N1C(=NC2=NC(=C(C=C21)C2=NN=NN2)OC)C(O)(C2=CSC=C2)C2=CSC=C2 [1-ethyl-5-methoxy-6-(1H-1,2,3,4-tetrazol-5-yl)-1H-imidazo[4,5-b]pyridin-2-yl]bis(thiophen-3-yl)methanol